FC=1C=CC(=C(C1)[C@@H](NC(=O)C=1C=C(C=CC1)C1=CC=C(C=C1)N1CCNCC1)C=1NC2=CC=CC=C2C1)O (R)-N-((5-fluoro-2-hydroxyphenyl)(1H-indole-2-yl)methyl)-4'-(piperazine-1-yl)-[1,1'-biphenyl]-3-carboxamide